COC1=CC=C(C=C1)C1=C(C(=C2C=CC3=C(C(=C(C4=CC=C1C2=C34)C3=CC=C(C=C3)OC)O)C3=CC=C(C=C3)OC)C3=CC=C(C=C3)OC)O 1,3,6,8-tetra-(4-methoxyphenyl)-2,7-dihydroxypyrene